[Cl-].[Cl-].C(C)(C)C=1C(C2=CC=CC(=C2C1)C1=CC=C(C=C1)C(C)(C)C)[Zr+2]C1C(=CC2=C(C=CC=C12)C1=CC=CC=C1)C (2-isopropyl-4-(p-tert-butyl-phenyl)indenyl)(2-methyl-4-phenyl-indenyl)-zirconium dichloride